5-chloro-3-(thiophen-2-yl)-indole ClC=1C=C2C(=CNC2=CC1)C=1SC=CC1